N-(5-bromo-1-methyl-1H-1,3-benzodiazol-2-yl)acetamide methyl-4-(1-((tert-butoxycarbonyl)amino)cyclopropyl)benzoate COC(C1=CC=C(C=C1)C1(CC1)NC(=O)OC(C)(C)C)=O.BrC1=CC2=C(N(C(=N2)NC(C)=O)C)C=C1